1-(2-cyclohexyl-2-(4-cyclopropyl-1H-1,2,3-triazol-1-yl)acetyl)-4-hydroxy-N-(1-(4-(4-methylthiazol-5-yl)phenyl)ethyl)pyrrolidine-2-carboxamide C1(CCCCC1)C(C(=O)N1C(CC(C1)O)C(=O)NC(C)C1=CC=C(C=C1)C1=C(N=CS1)C)N1N=NC(=C1)C1CC1